1-(4-(2-(3,4-dimethoxyphenyl)-3-(2,2,2-trifluoroethyl)-1H-indol-5-yl)piperidin-1-yl)-3-(1H-pyrrol-1-yl)propan-1-one COC=1C=C(C=CC1OC)C=1NC2=CC=C(C=C2C1CC(F)(F)F)C1CCN(CC1)C(CCN1C=CC=C1)=O